N1CCNC=C1 (2'S,5'S)-tetrahydropyrazine